O1[Pb]O[Pb]12O[Pb]O2 trilead tetraoxide